butenyl-phosphorylcholine C(=CCC)P(=O)=C(O)C[N+](C)(C)C